2,4,6-trifluorophenolate FC1=C(C(=CC(=C1)F)F)[O-]